2-Deoxyribose 5-phosphate P(=O)(O)(O)OC[C@H]([C@H](CC=O)O)O